1,5-dihydro-4H-imidazo[4,5-c]pyridin-4-one N1C=NC=2C(NC=CC21)=O